C(C=C)(=O)O.C12(C(CCCC1)O2)CC21C(CCCC2)O1 4-epoxycyclohexylmethyl-3,4-epoxycyclohexane acrylate